CC=1C(=NN2C1C=C(C=C2)OC2=NC=CC=C2OCC(F)(F)F)C(=O)NC2(CS(C2)(=O)=O)C 3-Methyl-N-(3-methyl-1,1-dioxidothietan-3-yl)-5-((3-(2,2,2-trifluoroethoxy)pyridin-2-yl)oxy)pyrazolo[1,5-a]pyridine-2-carboxamide